(4S,5S)-4-hydroxy-5-methyl-1-{[5-(4-methylphenoxy)pyrazin-2-yl]methyl}pyrrolidin-2-one O[C@H]1CC(N([C@H]1C)CC1=NC=C(N=C1)OC1=CC=C(C=C1)C)=O